FC=1C(=NC=CC1)C=1C(=C2C=CC=CN2C1)C(=O)N1C[C@@H]2CN(C[C@@H]2C1)C=1N=C(C2=C(N1)CCC2)C (2-(3-fluoropyridin-2-yl)indolizin-1-yl)((3aR,6aS)-5-(4-methyl-6,7-dihydro-5H-cyclopenta[d]pyrimidin-2-yl)hexahydropyrrolo[3,4-c]pyrrol-2(1H)-yl)methanone